CN1C2=C(C3=C1C(N(N=C3)CC3=C1C=NN(C1=CC=C3)COCC[Si](C)(C)C)=O)SC(=N2)C2(CC2)C2=CC=CC=C2 4-methyl-2-(1-phenylcyclopropyl)-6-((1-((2-(trimethylsilyl)ethoxy)methyl)-1H-indazol-4-yl)methyl)-4H-thiazolo[5',4':4,5]pyrrolo[2,3-d]pyridazin-5(6H)-one